5,5'-methylenedisalicylaldehyde C(C1=CC=C(C(C=O)=C1)O)C1=CC=C(C(C=O)=C1)O